BrC1=C(C=C(C(=C1Br)O)O)C1CC(=NN1C(N)=S)C1=CC=C(C=C1)OC1=CC=C(C=C1)OCC 5-(2,3-dibromo-4,5-dihydroxyphenyl)-3-(4-(4-ethoxyphenoxy)phenyl)-4,5-dihydro-1H-pyrazole-1-thioamide